C(C)(C)(C)OC(CN1[C@H](CN(C[C@H]1C)CCOC1=C(C=C(C(=C1)C)N)C(C)C)C)=O 2-((2S,6r)-4-(2-(4-amino-2-isopropyl-5-methylphenoxy)ethyl)-2,6-dimethylpiperazin-1-yl)acetic acid tert-butyl ester